(isopropyl)(oxycarbonylamino) 2-propanecarbamate CC(C)NC(=O)ONC(=O)OC(C)C